C(C=C)(=O)ONC(O)=O acryloxycarbamic acid